C1(C=CC=C1)[Zr]C1C=CC=C1 di(cyclopentadienyl)zirconium